(S)-2-((4-(4-chloro-2-fluorophenyl)-1-ethyl-1H-1,2,3-triazol-5-yl)methyl)-5-(7-fluoro-5-oxa-2-azaspiro[3.5]nonan-2-yl)pyridazin-3(2H)-one ClC1=CC(=C(C=C1)C=1N=NN(C1CN1N=CC(=CC1=O)N1CC2(C1)OC[C@H](CC2)F)CC)F